4-bromo-1-(2,2-dimethoxyethyl)-1H-indole-6-carboxylic acid methyl ester COC(=O)C1=CC(=C2C=CN(C2=C1)CC(OC)OC)Br